2,2'-bis(2-hydroxypropoxy)-6,6'-di(naphthalene-1-yl)-1,1'-binaphthalene OC(COC1=C(C2=CC=C(C=C2C=C1)C1=CC=CC2=CC=CC=C12)C1=C(C=CC2=CC(=CC=C12)C1=CC=CC2=CC=CC=C12)OCC(C)O)C